1-(5-bromo-1-methyl-1H-imidazol-2-yl)ethan-1-ol BrC1=CN=C(N1C)C(C)O